N1CCC(CC1)N1N=CC=2C1=NC(=CN2)N2CC(CCC2)COC2=C(C=CC=C2)C(F)(F)F 1-(piperidin-4-yl)-6-(3-((2-(trifluoromethyl)phenoxy)methyl)piperidin-1-yl)-1H-pyrazolo[3,4-b]pyrazine